tert-butyl 3-(4-((1,3,4-oxadiazol-2-yl)methyl)benzyl)-2-oxo-2,3-dihydro-1H-benzo[d]imidazole-1-carboxylate O1C(=NN=C1)CC1=CC=C(CN2C(N(C3=C2C=CC=C3)C(=O)OC(C)(C)C)=O)C=C1